tris-(hydroxyphenyl)-methane OC1=C(C=CC=C1)C(C1=C(C=CC=C1)O)C1=C(C=CC=C1)O